1-(3,3-dimethyl-2-oxo-butyl)-6-(3-fluoro-4-methoxy-phenyl)-3H-imidazo[4,5-b]pyridin-2-one CC(C(CN1C(NC2=NC=C(C=C21)C2=CC(=C(C=C2)OC)F)=O)=O)(C)C